3-(((4,4-bis(((Z)-oct-5-en-1-yl)oxy)butanoyl)oxy)methyl)-5-((((2-(pyrrolidin-1-yl)ethyl)carbamoyl)oxy)methyl)benzyl (9Z,12Z)-octadeca-9,12-dienoate C(CCCCCCC\C=C/C\C=C/CCCCC)(=O)OCC1=CC(=CC(=C1)COC(NCCN1CCCC1)=O)COC(CCC(OCCCC\C=C/CC)OCCCC\C=C/CC)=O